FC1=CC=C(CNC(C2=CC(=C(C=C2)N2CCN(CC2)C(C)C)NS(=O)(=O)C2=CC3=CC=CC=C3C=C2)=O)C=C1 N-(4-fluorobenzyl)-3-(naphthalene-2-sulfonylamino)-4-(4-isopropylpiperazin-1-yl)benzamide